5-fluoro-3,3,4,4-tetramethyl-1-(3-quinolyl)isoquinoline FC1=C2C(C(N=C(C2=CC=C1)C=1C=NC2=CC=CC=C2C1)(C)C)(C)C